tert-butyl 4-((5-fluoro-4-(3-(piperidin-1-yl)phenyl)pyrimidin-2-yl)amino)piperidine-1-carboxylate FC=1C(=NC(=NC1)NC1CCN(CC1)C(=O)OC(C)(C)C)C1=CC(=CC=C1)N1CCCCC1